1,2,3,4-tetra-O-acetyl-α-L-fucopyranose C[C@H]1[C@H]([C@H]([C@@H]([C@@H](O1)OC(=O)C)OC(=O)C)OC(=O)C)OC(=O)C